N-[4-[[7-(2-Cyclobutylethoxy)-6-methoxy-1,5-naphthyridin-4-yl]oxy]-3-fluorophenyl]-5-(furan-2-yl)-1,2,6-trimethyl-4-oxopyridine-3-carboxamide C1(CCC1)CCOC1=C(N=C2C(=CC=NC2=C1)OC1=C(C=C(C=C1)NC(=O)C1=C(N(C(=C(C1=O)C=1OC=CC1)C)C)C)F)OC